C(CCCCCCC\C=C/CCCCCCCC)(=O)[O-].[Ag+] silver cis-oleate